2-fluoro-N-((2R)-1-(7-(4-fluorophenyl)-9-methyl-3,9-diazaspiro[5.5]-undec-3-yl)-3-methyl-1-oxobutan-2-yl)-5-(trifluoromethyl)benzamide FC1=C(C(=O)N[C@@H](C(=O)N2CCC3(CC2)C(CN(CC3)C)C3=CC=C(C=C3)F)C(C)C)C=C(C=C1)C(F)(F)F